N-[4-[(6,7-dimethoxy-1,5-naphthyridin-4-yl)oxy]-3-methylphenyl]-5-(4-fluorophenyl)-1,6-dimethyl-4-oxopyridine-3-carboxamide COC=1N=C2C(=CC=NC2=CC1OC)OC1=C(C=C(C=C1)NC(=O)C1=CN(C(=C(C1=O)C1=CC=C(C=C1)F)C)C)C